CN1C(C2=CC(=CC=C2CC1)N1CCC=C(C1=O)N1CCOCC1)=O 2-Methyl-7-(5-morpholino-6-oxo-3,6-dihydropyridin-1(2H)-yl)-3,4-dihydroisoquinolin-1(2H)-one